ClC1=CC(=C(OCC2=NC=CC(=C2)OC2=CC(=C(CC3=NC4=C(N3C[C@H]3OCC3)C=C(C=C4F)C(=O)OC)C=C2)F)C=C1)F Methyl (S)-2-(4-((2-((4-chloro-2-fluorophenoxy)methyl)pyridin-4-yl)oxy)-2-fluorobenzyl)-4-fluoro-1-(oxetan-2-ylmethyl)-1H-benzo[d]imidazole-6-carboxylate